2-(1-fluorocyclopropyl)isonicotinoyl chloride FC1(CC1)C=1C=C(C(=O)Cl)C=CN1